C(#N)N1C[C@H](CC1)C(=O)NC=1SC2=C(N1)C=CC(=C2)C=2C(=NN(C2)C)C (S)-1-cyano-N-(6-(1,3-dimethyl-1H-pyrazol-4-yl)benzo[d]thiazol-2-yl)pyrrolidine-3-carboxamide